5-(2-((4,4-difluorocyclohexyl)amino)-6-fluoro-4-methoxypyrrolo[2,1-f][1,2,4]triazin-5-yl)-N-methylpyrazolo[1,5-a]pyridine-3-carboxamide FC1(CCC(CC1)NC1=NN2C(C(=N1)OC)=C(C(=C2)F)C2=CC=1N(C=C2)N=CC1C(=O)NC)F